C(C)N1C(SCC1=O)C(C#N)C#N 2-(3-ethyl-4-oxothiazolidin-2-yl)malononitrile